FC=1C=C(C=C(C1)F)[C@@H]1CC=NN1C(=O)N1CC(C1)OC1=CC(=NC=C1F)N1N=C(C(=C1C)CC(=O)N)C (S)-2-(1-(4-((1-(5-(3,5-difluorophenyl)-4,5-dihydro-1H-pyrazole-1-carbonyl)azetidin-3-yl)oxy)-5-fluoropyridin-2-yl)-3,5-dimethyl-1H-pyrazol-4-yl)acetamide